OCCC(CCCCCCC\C=C/CCCCCCCCN(CCO)CCCN)CCO bishydroxyethyl-aminopropyl-hydroxyethyl-oleylamine